C(C(C)C)(=O)OC=1C(=NC=CC1OC)C(N[C@H](C(=O)NC(=C(C1=CC(=CC=C1)C1CC1)C1=CC(=CC=C1)C1CC1)C)C)=O (S)-2-((1-((1,1-bis(3-cyclopropylphenyl)prop-1-en-2-yl)amino)-1-oxopropan-2-yl)carbamoyl)-4-methoxypyridin-3-yl isobutyrate